(2R,4S)-1-((2'-chloro-5-((RS)-1-hydroxyethyl)-[1,1'-biphenyl]-2-yl)sulfonyl)-N-((R,E)-5-(3,3-difluoroazetidin-1-yl)-5-oxopent-3-en-2-yl)-4-fluoro-2-methylpiperidine-4-carboxamide ClC1=C(C=CC=C1)C1=C(C=CC(=C1)[C@@H](C)O)S(=O)(=O)N1[C@@H](C[C@@](CC1)(C(=O)N[C@H](C)\C=C\C(=O)N1CC(C1)(F)F)F)C |&1:13|